C(N)(OC(C1=C(C=CC(=C1)N1N=C(C=C1)C1=C(C=C(C=C1)C)C)C)C)=O {5-[3-(2,4-dimethylphenyl)-1H-pyrazol-1-yl]-methyl 2-methylbenzyl} carbamate